8-methoxy-3-phenyl-4H-chromen-4-one COC=1C=CC=C2C(C(=COC12)C1=CC=CC=C1)=O